C(C)(C)N=C=N N'-isopropyl-carbodiimide